tert-Butyl 5-cyclopropyl-4-hydroxy-7-methyl-1H-indole-1-carboxylate C1(CC1)C=1C(=C2C=CN(C2=C(C1)C)C(=O)OC(C)(C)C)O